C1(CCCCC1)C(C)OC1=C(C(=O)NC2=CC(=CC=C2)S(=O)(=O)C)C=C(C(=C1)N1N=C(N(C1=O)C)CC)F (1-cyclohexylethoxy)-4-(3-ethyl-4-methyl-5-oxo-4,5-dihydro-1H-1,2,4-triazol-1-yl)-5-fluoro-N-[3-(methanesulfonyl)phenyl]benzamide